FC=1C=CC=2N(N1)C=C(N2)C=O 6-fluoroimidazo[1,2-b]pyridazine-2-carbaldehyde